C(C)(C)NC(O[C@H]1CO[C@H](C1)C1=CC(=NN1)NC=1C=2N(C=CN1)N=C(C2)COC(C)C)=O (3R,5R)-5-(3-((2-(isopropoxymethyl) pyrazolo[1,5-a]pyrazin-4-yl)amino)-1H-pyrazol-5-yl)tetrahydrofuran-3-yl isopropylcarbamate